palladium-barium sulfate S(=O)(=O)([O-])[O-].[Ba+2].[Pd+2].S(=O)(=O)([O-])[O-]